4-Ethyl-2-(6-methoxypyrimidin-4-yl)aniline C(C)C1=CC(=C(N)C=C1)C1=NC=NC(=C1)OC